ClC=1C=C2CCC[C@]3(C2=CC1)CN(C1=C(OC3)C=CC(=C1)C(C(=O)[O-])(CC=O)O)C[C@H]1[C@@H](CC1)[C@H](C=C)O 2-((S)-6'-chloro-5-(((1R,2R)-2-((S)-1-hydroxyallyl)cyclobutyl)methyl)-3',4,4',5-tetrahydro-2H,2'H-spiro[benzo[b][1,4]oxazepine-3,1'-naphthalen]-7-yl)-2-hydroxy-4-oxobutanoate